N-(5-cyclopentyl-1H-pyrazol-3-yl)-6-methylisoquinolin-3-amine C1(CCCC1)C1=CC(=NN1)NC=1N=CC2=CC=C(C=C2C1)C